C(CCCCCCC\C=C/C\C=C/CCCCC)(=O)OCC(COC(CC12CC3CC(CC(C1)C3)C2)=O)COC(CCN2CCCC2)=O 3-(2-((3r,5r,7r)-adamantan-1-yl)acetoxy)-2-(((3-(pyrrolidin-1-yl)propanoyl)oxy)methyl)propyl (9Z,12Z)-octadeca-9,12-dienoate